N-(3-(3-propylhexyloxy)propyl)-3-morpholinopropan-1-amine C(CC)C(CCOCCCNCCCN1CCOCC1)CCC